FC1=CC=CC2=C1N=C1N2C(CC1)(C)C 5-fluoro-1,1-dimethyl-2,3-dihydro-1H-benzo[d]pyrrolo[1,2-a]imidazol